[OH-].CC(C)(OCCCN1C=[N+](C=C1)CCCOC(C)(C)C)C 1,3-bis[3-(1,1-dimethylethoxy)propyl]imidazolium hydroxide